2-((1-(2-(6,6-difluoro-3-azabicyclo[3.1.0]hexan-3-yl)-3,6-dimethyl-4-oxo-3,4-dihydroquinazolin-8-yl)ethyl)amino)benzoic acid FC1(C2CN(CC12)C1=NC2=C(C=C(C=C2C(N1C)=O)C)C(C)NC1=C(C(=O)O)C=CC=C1)F